FC=1C(N(C=C(C1)SCC1=CC=C(C=C1)OC)C)=O 3-fluoro-5-((4-methoxybenzyl)thio)-1-methylpyridin-2(1H)-one